NC1=C(C=C(C=N1)C1=CC=C(C=C1)NS(=O)(=O)CCN1C[C@@H](CC1)O)OCC1=C(C(=CC=C1F)F)Cl 2-[(3R)-3-hydroxy-pyrrolidin-1-yl]-ethanesulfonic acid {4-[6-amino-5-(2-chloro-3,6-difluoro-benzyloxy)-pyridin-3-yl]-phenyl}-amide